S(=O)(=O)(ON1[C@@H]2CC[C@H](N(C1=O)C2)C(NS(=O)(=O)CF)=N)O (2S,5R)-2-(N-((fluoromethyl) sulfonyl) carbamimidoyl)-7-oxo-1,6-diazabicyclo[3.2.1]octan-6-yl hydrogen sulfate